C[C@@H]1N([C@H](C1)C)C(=O)C1CN([C@@H]2CC=3C4=C(C2=C1)C=CC=C4NC3)C ((2S,4S)-2,4-dimethylazetidin-1-yl)((6aR)-7-methyl-4,6,6a,7,8,9-hexahydroindolo[4,3-fg]quinolin-9-yl)methanone